5-methyl-2-(2'-chloro-6'-fluoroanilino)phenyl-acetic acid CC=1C=CC(=C(C1)CC(=O)O)NC1=C(C=CC=C1F)Cl